(4-(3-fluorophenyl)thieno[3,2-d]pyrimidin-7-yl)methanone FC=1C=C(C=CC1)C=1C2=C(N=CN1)C(=CS2)C=O